(Racemic)-(S)-(2-(4-(6-(1-methyl-1H-pyrazol-4-yl)pyrazolo[1,5-a]pyridin-3-yl)piperazin-1-yl)pyrimidin-5-yl)((R)-tetrahydro-2H-pyran-3-yl)methanol CN1N=CC(=C1)C=1C=CC=2N(C1)N=CC2N2CCN(CC2)C2=NC=C(C=N2)[C@@H](O)[C@H]2COCCC2 |r|